C(C=C)(=O)N1CC(CCC1)N1N=C(C=2C1=NC=NC2N)C(=O)NC2=C(C=C(C(=C2)C)CC(=O)N(C)C)C 1-acryloylpiperidin-3-yl-4-amino-N-(4-(2-(dimethylamino)-2-oxoethyl)-2,5-dimethylphenyl)-1H-pyrazolo[3,4-d]pyrimidine-3-carboxamide